(3-(4'-(4-(3-(3,5-diamino-6-chloropyrazine-2-carbonyl)guanidino)butyl)-[1,1'-biphenyl]-4-yl)propanoyl)-L-lysine NC=1C(=NC(=C(N1)N)Cl)C(=O)NC(NCCCCC1=CC=C(C=C1)C1=CC=C(C=C1)CCC(=O)N[C@@H](CCCCN)C(=O)O)=N